(S)-1-[(S)-1-({(S)-8-Methyl-3-(morpholinomethyl)-1,5-dioxa-9-aza-9-spiro[5.5]undecyl}carbonyl)-3-methylbutyl]-3-isobutyl-2-piperazinone C[C@H]1CC2(OCC(CO2)CN2CCOCC2)CCN1C(=O)[C@H](CC(C)C)N1C([C@@H](NCC1)CC(C)C)=O